C(C)C=1C=C(OCSCC=2NC(NC2)=S)C=CC1CC 4-[(3,4-Diethylphenoxymethylthio)methyl]1,3-dihydroimidazole-2-thione